FC1=C(C=CC=C1)C=C=C(CCC1=CC=CC=C1)C 1-Fluoro-2-(3-methyl-5-phenyl-1,2-pentadien-1-yl)benzene